6-{[(3S)-3-methylpiperidin-1-yl]methyl}-4-(methylsulfanyl)-2-{3-[(1r,3s)-3-methyl-1-(4-methyl-1,2,4-triazol-3-yl)cyclobutyl]phenyl}-3H-isoindol-1-one C[C@@H]1CN(CCC1)CC1=CC(=C2CN(C(C2=C1)=O)C1=CC(=CC=C1)C1(CC(C1)C)C1=NN=CN1C)SC